(2S)-N-{(1S)-1-cyano-2-[4-(3-methyl-2-oxo-2,3-dihydro-1,3-benzooxazol-5-yl)phenyl]ethyl}-1,4-oxaazepan-2-carboxamide C(#N)[C@H](CC1=CC=C(C=C1)C=1C=CC2=C(N(C(O2)=O)C)C1)NC(=O)[C@H]1OCCCNC1